5-(4-aminomethyl-3-ethyl-5-methoxy-phenyl)-1,3-dimethyl-1H-pyridin-2-one NCC1=C(C=C(C=C1OC)C=1C=C(C(N(C1)C)=O)C)CC